ClC=1C=C(C=NC1)C(CNCCC)O 1-(5-chloro-3-pyridyl)-2-(propylamino)ethanol